C(C1=CC=CC=C1)OC1=C(N(C=C(C1=O)C(NCC1=C(C=C(C=C1)F)F)=O)NC(=O)OC(C)(C)C)C(=O)OC methyl 3-(benzyloxy)-1-((tert-butoxycarbonyl) amino)-5-((2,4-difluorobenzyl) carbamoyl)-4-oxo-1,4-dihydropyridine-2-carboxylate